C(C1=CC=CC=C1)OC(=O)N1CCC(CC1)N1CCN(C2(CC2)C1)C(=O)OC(C)(C)C tert-butyl 7-(1-((benzyloxy)carbonyl)piperidin-4-yl)-4,7-diazaspiro[2.5]octane-4-carboxylate